NC=1C=C(C=CC1)C(O)C=1C2=CC=CC=C2C(=C2C=CC=CC12)Cl (3-aminophenyl)(10-chloroanthracene-9-yl)methanol